N[C@@H]1[C@@H](CCC1)C(=O)O |r| (±)-cis-2-(amino)cyclopentanecarboxylic acid